tert-butyl ((1S,3R)-3-((2-bromo-6-formylpyridine-3-yl)oxy)cyclopentyl)carbamate BrC1=NC(=CC=C1O[C@H]1C[C@H](CC1)NC(OC(C)(C)C)=O)C=O